C(C)N1C(C2=NC(=CC=C2C1=O)NC1=NC=C(C(=N1)N[C@H](CO)C1=CC=CC=C1)C1=NC2(CO1)CCOCC2)(C)C (S)-6-ethyl-2-((4-((2-hydroxy-1-phenylethyl)amino)-5-(3,8-dioxa-1-azaspiro[4.5]dec-1-en-2-yl)pyrimidin-2-yl)amino)-7,7-dimethyl-6,7-dihydro-5H-pyrrolo[3,4-b]pyridin-5-one